C(C=C)(=O)N1[C@H](CN(CC1)C1=NC(=NC=2C[C@@H](CCC12)C1=CC(=CC2=CC=CC=C12)O)OC[C@H]1N(CCC1)C)CC#N 2-((S)-1-acryloyl-4-((R)-7-(3-hydroxynaphthalen-1-yl)-2-(((S)-1-methylpyrrolidin-2-yl)methoxy)-5,6,7,8-tetrahydroquinazolin-4-yl)piperazin-2-yl)acetonitrile